COC(C(=O)O[C@@H]1[C@H](O[C@@]([C@@H]1O)(C#N)C1=CC=C2C(=NC=NN21)NC(C2=CC=CC=C2)=O)CO)(C)C (2R,3S,4R,5R)-5-(4-benzamidopyrrolo[2,1-f][1,2,4]triazin-7-yl)-5-cyano-4-hydroxy-2-(hydroxymethyl)tetrahydrofuran-3-yl 2-methoxy-2-methylpropanoate